C1C(CC2=CC=CC=C12)NC(=O)C1=NC(=CC(=C1)NC(OC(C)(C)C)=O)NC=1C=NC=CC1 Tert-butyl (2-((2,3-dihydro-1H-inden-2-yl)carbamoyl)-6-(pyridin-3-ylamino)pyridin-4-yl)carbamate